1-(2-(dimethylamino)-4-(1H-pyrrolo[2,3-b]pyridin-4-yl)-5,7-dihydro-6H-pyrrolo[3,4-d]pyrimidin-6-yl)-2-fluoroprop-2-en-1-one CN(C=1N=C(C2=C(N1)CN(C2)C(C(=C)F)=O)C2=C1C(=NC=C2)NC=C1)C